N,4-dimethyl-N-(prop-1,2-dien-1-yl)benzenesulfonamide CN(S(=O)(=O)C1=CC=C(C=C1)C)C=C=C